[Na].CC1=NN(C(C1)=O)C1=CC=C(C=C1)S(=O)(=O)O 3-methyl-1-(4-sulfophenyl)-5-pyrazolone sodium